2-[4-(morpholin-4-yl)butyl]-4-[4-(trifluoromethyl)phenyl]-2,3-dihydropyridazin N1(CCOCC1)CCCCN1N=CC=C(C1)C1=CC=C(C=C1)C(F)(F)F